CC1OC(CC(C1)=C)C1=CC=CC=C1 2-methyl-4-methylene-6-phenyltetrahydro-2H-pyran